CO[C@H]1CN(CC1)C(=O)N1CC2=CC=C(C=C2CC1)C=1C=C2C(=NC1)NC=C2C 2-((R)-3-methoxyPyrrolidine-1-carbonyl)-6-(3-methyl-1H-pyrrolo[2,3-b]pyridin-5-yl)-1,2,3,4-tetrahydroisoquinoline